1,2-diaminopyrene NC1=C(C=C2C=CC3=CC=CC4=CC=C1C2=C34)N